FC1=C(C(=CC=C1C(=O)C1=CNC2=NC=C(C=C21)C=2C=NC(=NC2)C(F)(F)F)F)NS(=O)(=O)CCC N-(2,6-difluoro-3-(5-(2-(trifluoromethyl)pyrimidin-5-yl)-1H-pyrrolo[2,3-b]pyridine-3-carbonyl)phenyl)propane-1-sulfonamide